6-((diphenylmethylene)amino)-2-((2-(trimethylsilyl)ethoxy)methyl)isoquinolin-1(2H)-one C1(=CC=CC=C1)C(C1=CC=CC=C1)=NC=1C=C2C=CN(C(C2=CC1)=O)COCC[Si](C)(C)C